2-((2S)-1-acryloyl-4-(1-hydroxy-2'-(((S)-1-methylpyrrolidin-2-yl)methoxy)-5',6,6',7-tetrahydro-5H-spiro[isoquinoline-8,7'-pyrano[2,3-d]pyrimidin]-4'-yl)piperazin-2-yl)acetonitrile C(C=C)(=O)N1[C@H](CN(CC1)C=1C2=C(N=C(N1)OC[C@H]1N(CCC1)C)OC1(CC2)CCCC=2C=CN=C(C21)O)CC#N